4,6-dimethylpyran tetrafluoroborate F[B-](F)(F)F.CC1=CCOC(=C1)C